tetrahydro-cyclopenta[2,3-b]indole C1CCC2N=C3C=CC=CC3=C21